OC1=CC=C(OCCCCCCCC(=O)O)C=C1 8-(4-hydroxyphenoxy)octanoic acid